6-(4-amino-1-isopropyl-pyrazolo[3,4-d]pyrimidin-3-yl)-N-cyclopropyl-1H-indole-2-carboxamide NC1=C2C(=NC=N1)N(N=C2C2=CC=C1C=C(NC1=C2)C(=O)NC2CC2)C(C)C